methyl 6-((2-amino-2-oxoethyl)carbamoyl)-3-(9-((4-(((tert-butoxycarbonyl)amino)methyl)-2-methylphenyl)carbamoyl)-4,5-dihydrobenzo[b]thieno[2,3-d]oxepin-8-yl)picolinate NC(CNC(=O)C1=CC=C(C(=N1)C(=O)OC)C=1C(=CC2=C(OCCC3=C2SC=C3)C1)C(NC1=C(C=C(C=C1)CNC(=O)OC(C)(C)C)C)=O)=O